C(C)OC(=O)C=1C=NN(C1C(F)(F)F)C1=C2C=CC=NC2=CC=C1 1-(quinolin-5-yl)-5-(trifluoromethyl)-1H-pyrazole-4-carboxylic acid ethyl ester